CC1=CC=C(C=C1)NC([O-])=O 4-methylphenylcarbamate